2,6-dimethyloctyl-magnesium iodide CC(C[Mg]I)CCCC(CC)C